CC1=NN(C2=CC=CC=C12)C dimethyl-1H-indazole